N(=[N+]=[N-])CC1=CC(=NN1CC(=O)OCC)Br ethyl 2-[5-(azidomethyl)-3-bromopyrazol-1-yl]acetate